trans-3-[3-(4-chlorophenyl)cyclobutyl]-5-[(4-oxopyrido[2,3-d]pyrimidin-3-yl)methyl]-1,3,4-oxadiazol-2-one ClC1=CC=C(C=C1)[C@@H]1C[C@H](C1)N1C(OC(=N1)CN1C=NC2=C(C1=O)C=CC=N2)=O